1-fluoro-N-[(6S,7S)-6-[(2-fluoro-3-phenyl-phenyl)methyl]-5-azaspiro[2.4]heptan-7-yl]methanesulfonamide ethyl-4-hydroxybutyrate C(C)OC(CCCO)=O.FCS(=O)(=O)N[C@@H]1[C@@H](NCC12CC2)CC2=C(C(=CC=C2)C2=CC=CC=C2)F